ClC=1C=C(C=CC1)CNC1=CC=CC(=N1)S(=O)(=O)NC(=O)C=1C(=NC=CC1)N1C(CC(C1)C)(C)C N-[[6-[(3-Chlorophenyl)methylamino]-2-pyridyl]sulfonyl]-2-(2,2,4-trimethylpyrrolidin-1-yl)pyridin-3-carboxamid